CC1(N(CCC1)C1=CC2=C(C(=N1)COC(NC)=O)CN(C2=O)C2=NC(=CC=C2)C2=NN=CN2C2=CC=CC=C2)C ((6-(2,2-dimethylpyrrolidin-1-yl)-1-oxo-2-(6-(4-phenyl-4H-1,2,4-triazol-3-yl)pyridin-2-yl)-2,3-dihydro-1H-pyrrolo[3,4-c]pyridin-4-yl)methyl)(methyl)carbamate